2-((S)-4-bromo-5-chloro-6-fluoro-2-phenyl-2,3-dihydrobenzofuran-2-yl)-1-(tert-butylsulfonyl)aziridine BrC1=C(C(=CC2=C1C[C@](O2)(C2=CC=CC=C2)C2N(C2)S(=O)(=O)C(C)(C)C)F)Cl